tetra-methyl-thiuram disulfide CN(C(SSC(N(C)C)=S)=S)C